The molecule is a N-acetyl-D-glucosamine 1-phosphate that is 2-deoxy-D-glucopyranose 1-(dihydrogen phosphate) substituted by an acetamido group at position 2. It has a role as a human metabolite, an Escherichia coli metabolite and a mouse metabolite. CC(=O)N[C@@H]1[C@H]([C@@H]([C@H](OC1OP(=O)(O)O)CO)O)O